(R)-N-(4,4-difluorotetrahydro-2H-pyran-3-yl)-6-(1H-imidazol-1-yl)-4-methylpicolinamide FC1([C@@H](COCC1)NC(C1=NC(=CC(=C1)C)N1C=NC=C1)=O)F